C1(CC1)C(=O)N1CCN(CC1)C(=O)C=1C=NC2=CC=C(C=C2C1N1CCC2(OCCO2)CC1)OC (4-(cyclopropanecarbonyl)piperazin-1-yl)(6-methoxy-4-(1,4-dioxa-8-azaspiro[4.5]decan-8-yl)quinolin-3-yl)methanone